ClC1=CC=C(C=N1)C(C)N1CCNCC1 [1-(6-Chloropyridin-3-yl)ethyl]piperazine